(R)-3-Amino-1-(4-((6-amino-9H-purin-9-yl)methyl)-2,2-Difluorobenzo[d][1,3]dioxol-5-yl)-N-cyclopropylpyrrolidin-3-carboxamid N[C@]1(CN(CC1)C1=C(C2=C(OC(O2)(F)F)C=C1)CN1C2=NC=NC(=C2N=C1)N)C(=O)NC1CC1